COC[SiH2]N (methoxymethylsilyl)amine